3-(3-Chloro-4-fluorophenyl)-1-(4-hydroxyphenyl)-1-((1,4,5,6-tetrahydrocyclopenta[c]pyrazol-3-yl)methyl)urea ClC=1C=C(C=CC1F)NC(N(CC=1C2=C(NN1)CCC2)C2=CC=C(C=C2)O)=O